BrC=1C(N(C(C1)=O)C1=CC=CC=C1)=O 3-bromo-1-phenyl-pyrrole-2,5-dione